4-bromo-3-[(tert-butoxycarbonyl)amino]thiophene-2-carboxylic acid BrC=1C(=C(SC1)C(=O)O)NC(=O)OC(C)(C)C